(R)-4-((1-(3-(difluoromethyl)-2-fluorophenyl)ethyl)amino)-2-methoxy-8-methyl-6-(pyridazin-4-yl)pyrido[4,3-d]pyrimidin-7(6H)-one FC(C=1C(=C(C=CC1)[C@@H](C)NC=1C=2C(N=C(N1)OC)=C(C(N(C2)C2=CN=NC=C2)=O)C)F)F